6-(1-((1,3-dimethyl-1H-pyrazol-4-yl)sulfonyl)piperidin-4-yl)-7-(trifluoromethyl)-[1,2,4]triazolo[1,5-a]pyridine CN1N=C(C(=C1)S(=O)(=O)N1CCC(CC1)C=1C(=CC=2N(C1)N=CN2)C(F)(F)F)C